CN(C(=O)C=1C=C2C=NC(=NC2=CC1)N(C1CCNCC1)C)C=1C=NNC1 N-methyl-2-(methyl-(piperidin-4-yl)amino)-N-(1H-pyrazol-4-yl)-quinazoline-6-carboxamide